2-bromo-6-chloro-N-(pyridin-3-yl)benzenesulfonamide BrC1=C(C(=CC=C1)Cl)S(=O)(=O)NC=1C=NC=CC1